lactic acid ricinoleate C(CCCCCCC\C=C/C[C@H](O)CCCCCC)(=O)O.C(C(O)C)(=O)O